C1(=CC=C(C=C1)CN)CN p-Xylylendiamin